3-chloro-N,N-dimethylpropanamine hydrochloride Cl.ClCCCN(C)C